tert-butyl (2S,4S)-4-methyl-2-({[4-(3-phenyl-1H-pyrrolo[3,2-b]pyridin-2-yl)pyridin-3-yl]oxy}methyl)pyrrolidine-1-carboxylate C[C@H]1C[C@H](N(C1)C(=O)OC(C)(C)C)COC=1C=NC=CC1C1=C(C2=NC=CC=C2N1)C1=CC=CC=C1